C12=CC=C(N1)C(=C1C=CC(=N1)C(=C1C=CC(N1)=C(C=1C=CC(N1)=C2C2=CC=C(C=C2)S(=O)(=O)O)C2=CC=C(C=C2)S(=O)(=O)O)C2=CC=C(C=C2)S(=O)(=O)O)C2=CC=C(C=C2)S(=O)(=O)O 4,4',4'',4'''-(Porphine-5,10,15,20-tetrayl)tetrakisbenzenesulfonic acid